CC1(COC2=C1C(=CC=C2)OC=2N=CC(=NC2)N2C(N[C@@H](C2=O)CC)=O)C (5R)-3-[5-[(3,3-dimethyl-2H-benzofuran-4-yl)oxy]pyrazin-2-yl]-5-ethylimidazolidine-2,4-dione